N-(3-methoxybenzyl)-5-(2-(2-(3-methoxyphenoxy)ethoxy)ethoxy)-N-(4-morpholinobenzyl)pyridin-2-amine COC=1C=C(CN(C2=NC=C(C=C2)OCCOCCOC2=CC(=CC=C2)OC)CC2=CC=C(C=C2)N2CCOCC2)C=CC1